(methylsulfonyl)-2,3-dihydrobenzofuran-7-amine CS(=O)(=O)C1OC2=C(C1)C=CC=C2N